2-oxo-2-(2,4,6-trimethylanilino)-acetic acid O=C(C(=O)O)NC1=C(C=C(C=C1C)C)C